O(C1=CC=CC=C1)CCSCC1=NNC(O1)=S 5-(Phenoxyethylthiomethyl)-1,3,4-oxadiazole-2(3H)-thione